C(C1=CC=CC=C1)(=O)C1=C2N(C=3C=C(C(=CC13)C(=O)OC)[N+](=O)[O-])CCCN2 10-benzoyl-8-methoxycarbonyl-7-nitro-1,2,3,4-tetrahydropyrimidino[1,2-a]indole